BrC=1C=CC(=NC1Br)N 5,6-dibromo-pyridin-2-yl-amine